7-bromo-8-fluorochroman-4-one BrC1=CC=C2C(CCOC2=C1F)=O